FC1=C(C=CC=C1F)C1=CC=C(C=C1)C(=O)NC1=CC(=C(C=C1)O)NS(=O)(=O)C1=CC=C(C=C1)F 2',3'-difluoro-N-(3-((4-fluorophenyl)sulfonamido)-4-hydroxyphenyl)-[1,1'-biphenyl]-4-carboxamide